CN(C1CC2CCC(C1)N2C(=O)OC(C)(C)C)C=2N=NC(=CC2)C=2C=CC(=C1C=NNC21)C=2C=NN(C2)C tert-butyl (exo)-3-[methyl({6-[4-(1-methylpyrazol-4-yl)-1H-indazol-7-yl]pyridazin-3-yl})amino]-8-azabicyclo[3.2.1]octane-8-carboxylate